fructosyl-histidine OCC1([C@@H](O)[C@H](O)[C@H](O1)CO)N[C@@H](CC1=CNC=N1)C(=O)O